tert-butyl ((1H-pyrazol-4-yl)methyl)(methyl)carbamate N1N=CC(=C1)CN(C(OC(C)(C)C)=O)C